NCC1=CC=C(C=C1)COC1=C(C(=NN1C(C(COC)(C)C)=O)C1C(CN(CC1)C(=O)N1CC(CC1)O)C)F 1-(5-{[4-(aminomethyl)phenyl]methoxy}-4-fluoro-3-[1-(3-hydroxypyrrolidine-1-carbonyl)-3-methylpiperidin-4-yl]-1H-pyrazol-1-yl)-3-methoxy-2,2-dimethylpropan-1-one